CN(C(C#CC(=O)SCC(=O)OC(C)(C)C)(C)C)C tert-butyl 2-((4-(dimethylamino)-4-methylpent-2-ynoyl)thio)acetate